5-(1-isopropyl-2-methyl-1H-imidazo[4,5-b]pyridin-6-yl)-N-(trans-3-(methoxymethyl)cyclobutyl)pyrrolo[2,1-f][1,2,4]triazin-2-amine C(C)(C)N1C(=NC2=NC=C(C=C21)C=2C=CN1N=C(N=CC12)N[C@@H]1C[C@H](C1)COC)C